(1-(2-(trifluoromethyl)pyrimidin-5-yl)ethyl)aminomethane FC(C1=NC=C(C=N1)C(C)NC)(F)F